(5,5-dimethyl-1,3,2-dioxaborolan-2-yl)-3-[2-(1,3-dioxo-1,3-dihydro-isoindol-2-yl)-ethoxy]-benzoic acid methyl ester COC(C1=C(C(=CC=C1)OCCN1C(C2=CC=CC=C2C1=O)=O)B1OC(CO1)(C)C)=O